C1N(CCC=2NC=3C=CC=CC3C21)C(=O)C2=NNC(=C2)C(F)(F)F 1,3,4,5-tetrahydropyrido[4,3-b]indol-2-yl-[5-(trifluoromethyl)-1H-pyrazol-3-yl]methanone